C(C)(=O)C(C(=O)C(=O)C)C(C)=O diacetyl-(biacetyl)